The molecule is a hydrochloride that is the monohydrochloride salt of CGP 78608. Potent and selective NMDA antagonist that acts through the glycine site (IC50 = 5 nM). Displays >500-fold selectivity over kainate and AMPA receptors (IC50 values are 2.7 and 3 muM respectively). Anticonvulsant in vivo following systemic administration. It has a role as a prodrug, a NMDA receptor antagonist and an anticonvulsant. It is a conjugate base of a CGP 78608(1+). C[C@@H](NCC1=C2C(=CC(=C1)Br)NC(=O)C(=O)N2)P(=O)(O)O.Cl